2-(7-(2,6-dichloropyrimidin-4-yl)-2-methoxy-7-azaspiro[3.5]nonan-6-yl)ethan-1-ol ClC1=NC(=CC(=N1)N1C(CC2(CC(C2)OC)CC1)CCO)Cl